C(CCCCCCCCCCC)NC(CCNC(CCN(CCC(=O)NCCCCCCCCCCCCCCCC)CC(CN(CCO)CC)O)=O)=O N-dodecyl-3-(3-((3-(ethyl-(2-hydroxyethyl)amino)-2-hydroxypropyl)(3-(hexadecylamino)-3-oxopropyl)amino)propanamido)propanamide